O=S(=O)(O)OC1=CNC2C=CC=CC1=2 Indoxyl sulfate